ClC=1N=C2C(=C(C(N(C2=CC1)C)=O)C#N)N1CCN(CC1)C(C1=CC=C(C=C1)F)C1CCC1 6-Chloro-4-{4-[cyclobutyl(4-fluorophenyl)methyl]piperazin-1-yl}-1-methyl-2-oxo-1,2-dihydro-1,5-naphthyridin-3-carbonitril